5-(4'-phenyl-1,1'-biphenyl-4-yl)-8-(triphenylen-2-yl)-5H,8H-indolo[2,3-c]carbazole C1(=CC=CC=C1)C1=CC=C(C=C1)C1=CC=C(C=C1)N1C2=CC=CC=C2C2=C1C=CC=1N(C=3C=CC=CC3C21)C2=CC=1C3=CC=CC=C3C3=CC=CC=C3C1C=C2